F[C@@H]1C[C@@]2(CCCN2C1)COC=1N=C(C2=C(N1)C(=C(OC2=O)C2=CC(=CC1=CC=C(C(=C21)C=2N=NN(C2)C)F)O)C)N2CCC2 2-{[(2R,7AS)-2-FLUORO-HEXAHYDRO-PYRROLIZIN-7A-YL]METHOXY}-4-(AZETIDIN-1-YL)-7-[7-FLUORO-3-HYDROXY-8-(1-METHYL-1,2,3-TRIAZOL-4-YL)NAPHTHALEN-1-YL]-8-METHYLPYRANO[4,3-D]PYRIMIDIN-5-ONE